(S)-9-(2-chloro-4-(3-chlorophenoxy)benzoyl)-2-(methoxymethyl)-2-methyl-1,2,4,7-tetrahydro-3H-pyrrolo[3',2':5,6]pyrido[3,4-b]pyrazin-3-one ClC1=C(C(=O)C2=CNC3=C2C2=C(NC([C@](N2)(C)COC)=O)C=N3)C=CC(=C1)OC1=CC(=CC=C1)Cl